[NH4+].[C+4].O water carbon ammonium